FC=1C=C(C=C(C1)F)C1=NO[C@](C1)(C(=O)N[C@H]1C[C@H](OC1)C(=O)OC)C methyl (2S,4S)-4-[[(5R)-3-(3,5-difluorophenyl)-5-methyl-4H-isoxazole-5-carbonyl]amino]tetrahydro-furan-2-carboxylate